N-(4-aminobutyl)-5-(3-aminoprop-1-yn-1-yl)-7-methoxybenzofuran NCCCCNCC#CC=1C=C(C2=C(C=CO2)C1)OC